CN1N=C2N(C3=CC=C(C=C3C2=C1)C(=O)O)C1=CC=C(C=C1)C(F)(F)F 2-methyl-8-[4-(trifluoromethyl)phenyl]pyrazolo[3,4-b]indole-5-carboxylic acid